ruthenium dioxide [Ru](=O)=O